1,1'-bis(tert-butyl-peroxy)-3,3,5-trimethylcyclohexane C(C)(C)(C)OOC1CC(CC(C1)C)(COOC(C)(C)C)C